BrC1=CC(=C(S1)Cl)Cl 5-bromo-2,3-dichlorothiophene